FC1=C(CCN2C[C@@H](C([C@@H](C2)O)O)O)C=CC=C1F (3S,4r,5R)-1-(2,3-difluorophenethyl)piperidine-3,4,5-triol